C1(=CC(=CC=C1)C=1C(=O)NC(C1)=O)C=1C(=O)NC(C1)=O (1,3-phenylene)dimaleimide